3-chloropyrazine-2-carboxylic acid ClC=1C(=NC=CN1)C(=O)O